C(C)(C)(C)OC(N(CC1=NC=C(C(=C1C)OC)C)C1=CC(=CC(=C1)C)N1CCS(CC1)(=O)=O)=O (3-(1,1-Dioxothiomorpholino)-5-methylphenyl)-((4-methoxy-3,5-dimethylpyridin-2-yl)methyl)-carbamic acid tert-butyl ester